C(C)OC(=O)C=1N=C(N2C1CCCC2)Br bromo-5,6,7,8-tetrahydroimidazo[1,5-a]pyridine-1-carboxylic acid ethyl ester